C(C1=CC=CC=C1)C1=C(C=C2CCCC2=C1)OCCN1CCN(CC1)C 1-(2-((6-benzyl-2,3-dihydro-1H-inden-5-yl)oxy)ethyl)-4-methylpiperazine